N-(4-cyano-2-fluoro-phenyl)-5-(2-fluoro-4-methoxy-phenyl)-1H-pyrrole-3-sulfonamide C(#N)C1=CC(=C(C=C1)NS(=O)(=O)C1=CNC(=C1)C1=C(C=C(C=C1)OC)F)F